C(C1=CC=CC=C1)OC(=O)C1=C(OC[C@@H]2N(C[C@@H](C2)O[Si](C2=CC=CC=C2)(C2=CC=CC=C2)C(C)(C)C)C(=O)OCC2=CC=CC=C2)C=C(C=C1O[C@H](C)CC)C Benzyl (2R,4R)-2-((2-((benzyloxy)carbonyl)-3-((R)-sec-butoxy)-5-methylphenoxy)methyl)-4-((tert-Butyldiphenylsilyl)oxy)pyrrolidine-1-carboxylate